tert-butyl (2R)-2-[2-[1-(2,6-dioxo-3-piperidyl)-3-methyl-2-oxo-benzimidazol-4-yl]ethyl]morpholine-4-carboxylate O=C1NC(CCC1N1C(N(C2=C1C=CC=C2CC[C@@H]2CN(CCO2)C(=O)OC(C)(C)C)C)=O)=O